C(C1=CC=CC=C1)=NN=C1NC(C(N1)CC(=O)O)=O 2-[benzylidenehydrazinylidene]-5-oxoimidazolidine-4-yl-acetic acid